S1(NC=CC=C1)(=O)=O 1,2-thiazine 1,1-Dioxide